N[C@H]1CS(C2=C(N(C1=O)CC1=CC=C(C=C1)Cl)C=C(C(=C2)C)C2=NN=C(O2)C(C#N)C)(=O)=O 2-[5-[(3R)-3-amino-5-[(4-chlorophenyl)methyl]-8-methyl-1,1,4-trioxo-2,3-dihydro-1lambda6,5-benzothiazepin-7-yl]-1,3,4-oxadiazol-2-yl]propanenitrile